NC1=CC=C(C=C1)C1N(CCOC1C(=O)NC1=CC(=C(C=C1)C)C(F)(F)F)C(C1=C(C=CC=C1C)F)=O 3-(4-aminophenyl)-4-(2-fluoro-6-methyl-benzoyl)-N-[4-methyl-3-(trifluoromethyl)phenyl]morpholine-2-carboxamide